ethanolamine, trishydrochloride Cl.Cl.Cl.C(O)CN